8-(2-Acetylphenyl)-2-morpholin-4-ylchromen-4-one C(C)(=O)C1=C(C=CC=C1)C=1C=CC=C2C(C=C(OC12)N1CCOCC1)=O